1-(4-(4-amino-1-(1-methylpyrrolidin-3-yl)-1H-pyrazolo[3,4-d]pyrimidin-3-yl)-2-fluorophenyl)-3-(3-(1-(trifluoromethyl)cyclopropyl)isoxazol-5-yl)urea NC1=C2C(=NC=N1)N(N=C2C2=CC(=C(C=C2)NC(=O)NC2=CC(=NO2)C2(CC2)C(F)(F)F)F)C2CN(CC2)C